C1(=CC=CC=C1)S(=O)(=O)[O-].C1(=CC=CC=C1)S(=O)(=O)[O-].C1(=CC=CC=C1)S(=O)(=O)[O-].[Na+].[Na+].[Na+] sodium tribenzenesulfonate